androsta-4-ene-3,6,17-trione C[C@@]12C(CC[C@H]1[C@@H]1CC(C3=CC(CC[C@]3(C)[C@H]1CC2)=O)=O)=O